NC1=NC=NN2C1=C(C=C2C=2C(=CC(=C(C(=O)N[C@@H]1CN(C[C@@H]1F)C(=O)C1=NC=C(C=C1F)F)C2)C)F)C(F)(F)F 5-[4-amino-5-(trifluoromethyl)pyrrolo[2,1-f][1,2,4]triazin-7-yl]-N-[(3R,4S)-1-(3,5-difluoropyridine-2-carbonyl)-4-fluoropyrrolidin-3-yl]-4-fluoro-2-methylbenzamide